N5-(1-((carboxymethyl)amino)-1-oxo-3λ3-propan-2-yl)glutamine C(=O)(O)CNC(C([CH2])NC(CC[C@H](N)C(=O)O)=O)=O